1-[(oxetan-3-yl)methyl]-6-[(3S)-3-{2-[2-(trifluoromethyl)phenyl]ethyl}piperidine-1-carbonyl]-1H-indole O1CC(C1)CN1C=CC2=CC=C(C=C12)C(=O)N1C[C@H](CCC1)CCC1=C(C=CC=C1)C(F)(F)F